OP(O)OP(O)O.C(C)(C)(C)C1=C(C(=CC=C1)C(C)(C)C)C(C(C(O)(C1=C(C=C(C=C1)C(C)(C)C)C(C)(C)C)C1=C(C=C(C=C1)C(C)(C)C)C(C)(C)C)(CO)CO)(O)C1=C(C=CC=C1C(C)(C)C)C(C)(C)C bis[2,6-di-tert-butylphenyl]bis(2,4-di-tert-butylphenyl)pentaerythritol diphosphite